BrC1=NC(=CC=C1O[C@@H]1C[C@H](CCC1)C(=O)OC)C#CCOC1OCCCC1 methyl (1S,3S)-3-((2-bromo-6-(3-((tetrahydro-2H-pyran-2-yl)oxy)prop-1-yn-1-yl)pyridin-3-yl)oxy)cyclohexane-1-carboxylate